N-((1S)-1-(6-((5-Chloro-4-fluoro-2,3-dihydro-1H-inden-2-yl)amino)pyridin-3-yl)-2,2,2-trifluoroethyl)-N-methyl-5-oxomorpholine-2-carboxamide ClC=1C(=C2CC(CC2=CC1)NC1=CC=C(C=N1)[C@@H](C(F)(F)F)N(C(=O)C1CNC(CO1)=O)C)F